ClC1=C(C(=O)N2CC3=CC=CC(=C3CC2)C(CC(=O)O)C2=CC3=C(N(N=N3)C)C(=C2)OC)C=CC(=C1)OC 3-[2-(2-chloro-4-methoxybenzoyl)-1,2,3,4-tetrahydroisoquinolin-5-yl]-3-(7-methoxy-1-methyl-1H-benzo[d][1,2,3]triazol-5-yl)propionic acid